N[C@](COC1=C(C=C(C=N1)C1=CC(=NC=C1)NC(OC)=O)C(F)F)(CC(=C)C)C methyl (S)-(6-((2-amino-2,4-dimethylpent-4-en-1-yl)oxy)-5-(difluoromethyl)-(3,4'-bipyridyl)-2'-yl)carbamate